(R)-2-aminopentanoic acid hydrochloride Cl.N[C@@H](C(=O)O)CCC